N-((R)-((1s,2R,3s,5s,7R)-1,5-dichloroadamantan-2-yl)(phenyl)methyl)-4-nitrobenzenesulfonamide Cl[C@@]12[C@H]([C@@H]3C[C@@](C[C@H](C1)C3)(C2)Cl)[C@@H](NS(=O)(=O)C2=CC=C(C=C2)[N+](=O)[O-])C2=CC=CC=C2